7-((((benzyloxy)carbonyl)amino)methyl)-7-phenyl-3-azabicyclo[4.1.0]heptan-3-ium chloride [Cl-].C(C1=CC=CC=C1)OC(=O)NCC1(C2CC[NH2+]CC12)C1=CC=CC=C1